N1C(=CC=C2C=CC3=CC=4C(=NC3=C12)N=CN4)C(=O)[O-] imidazophenanthrolinecarboxylate